N-Methoxy-N,5-dimethylpyridazine-4-carboxamide CON(C(=O)C1=CN=NC=C1C)C